N1=NNC(C2=C1C=CC=C2)=S benzotriazinethion